(S)-2-fluoro-4-nitro-1,2,3,5,6,7-hexahydro-s-indacene F[C@H]1CC2=CC=3CCCC3C(=C2C1)[N+](=O)[O-]